COC1=C(C=C(C=C1)CCC1=CC(=C(C(=C1)OC)OC)OC)O 2-methoxy-5-[2-(3,4,5-trimethoxy-phenyl)-ethyl]-phenol